FC(C=1C=C(C=C(C1)C(F)(F)F)NC=1C(C(C1OC)=O)=O)(F)F (3,5-bis(trifluoromethyl)phenylamino)-4-methoxycyclobut-3-ene-1,2-dione